N1C(CC(CC1=O)=O)=O piperidine-2,4,6-trione